CCCCCCCCCCCCCCCCCCCC(=O)O[C@H](COC(=O)CCCCCCC/C=C\CCCC)COP(=O)(O)OC[C@@H](C(=O)O)N 1-(9Z-tetradecenoyl)-2-eicosanoyl-glycero-3-phosphoserine